2-(4-bromophenyl)propylene oxide BrC1=CC=C(C=C1)C1(CO1)C